chlorosulfonylaniline ClS(=O)(=O)NC1=CC=CC=C1